4-chloro-3H-spiro[furo[3,4-c]pyridine-1,3'-piperidine]-1'-carboxylic acid tert-butyl ester C(C)(C)(C)OC(=O)N1CC2(CCC1)OCC=1C(=NC=CC12)Cl